1,3-Bis(2,6-diisopropylphenyl)imidazol C(C)(C)C1=C(C(=CC=C1)C(C)C)N1CN(C=C1)C1=C(C=CC=C1C(C)C)C(C)C